C1(CCCCC1)C(=O)OCOC1=C(C(=NC2=CC(=C(C=C12)Cl)OC)C)C1=CC=C(C=C1)OC1=CC=C(C=C1)OC(F)(F)F (6-chloro-7-methoxy-2-methyl-3-(4-(4-(trifluoromethoxy)phenoxy) phenyl)quinolin-4-yloxy)methyl cyclohexanecarboxylate